C(C)OC(=O)C=1N(C=CC1C)C1=NN(C=C1)CCN=[N+]=[N-] (1-(2-azidoethyl)-1H-pyrazol-3-yl)-3-methyl-1H-pyrrole-2-carboxylic acid ethyl ester